CC1(CCN(CC1)CCNC(=O)C1=CC(=C(S1)NC(=O)C=1C=NN2C1SC(=C2)C=2C=NN(C2)C)C)C N-(5-((2-(4,4-dimethylpiperidin-1-yl)ethyl)carbamoyl)-3-methylthiophen-2-yl)-2-(1-methyl-1H-pyrazol-4-yl)pyrazolo[5,1-b]thiazole-7-carboxamide